9-fluoro[2]benzoxepino[3,4-f]-1,3-benzodioxol-11(6H)-one FC=1C=CC2=C(C(C=3C(=CC4=C(OCO4)C3)OC2)=O)C1